2-cyclopropoxy-4-(3,3-difluoro-1-methyl-piperidin-4-yl)-5-methyl-aniline C1(CC1)OC1=C(N)C=C(C(=C1)C1C(CN(CC1)C)(F)F)C